4,4'-dibromo-3,3'-bipyridine BrC1=C(C=NC=C1)C=1C=NC=CC1Br